ClC(F)Cl dichloromonofluoromethane